(R)-1-(6-bromopyridazin-3-yl)ethane-1-amine hydrochloride Cl.BrC1=CC=C(N=N1)[C@@H](C)N